2-(2-(3-carbamoyl-1H-pyrazolo[3,4-c]pyridin-1-yl)-N-cyclopropylacetamido)acetic acid C(N)(=O)C1=NN(C2=CN=CC=C21)CC(=O)N(C2CC2)CC(=O)O